3-(chloromethyl)-1,2,4-oxadiazole ClCC1=NOC=N1